N-(1,1-dimethylprop-2-ynyl)methanesulfonamide CC(C#C)(C)NS(=O)(=O)C